C(C)(C)(C)N1C[C@H](N(S(C2=C1C=C(C(=C2)O\C=C(\C(=O)OCC)/F)SC)(=O)=O)C)CCCC ethyl (R,Z)-3-((5-(tert-butyl)-3-butyl-2-methyl-7-(methylthio)-1,1-dioxido-2,3,4,5-tetrahydro benzo[f][1,2,5]thiadiazepin-8-yl) oxy)-2-fluoroacrylate